C(C1=CC=CC=C1)OC(C[C@@H](CC(=O)N[C@@H](C)CC(=O)NCC1=CC=CC2=CC=CC=C12)NC(=O)OC(C)(C)C)=O benzyl-(R)-3-((tert-Butoxycarbonyl) amino)-5-(((S)-4-((naphthalen-1-ylmethyl) amino)-4-oxobutan-2-yl) amino)-5-oxopentanoate